3-(4-(3-(pyrrolidin-1-yl)propoxy)phenyl)-quinazolin-4(3H)-one N1(CCCC1)CCCOC1=CC=C(C=C1)N1C=NC2=CC=CC=C2C1=O